(2S)-Benzyl 4-cyclopropyl-2-(4-(methoxycarbonyl)phenyl)piperidine-1-carboxylate C1(CC1)C1C[C@H](N(CC1)C(=O)OCC1=CC=CC=C1)C1=CC=C(C=C1)C(=O)OC